(S)-5-((1-(3-(4-(5-Chloropyrazin-2-yl)piperazin-1-yl)-3-oxopropoxy)-3-methoxypropan-2-yl)oxy)-4-(trifluoromethyl)pyridazin-3(2H)-one ClC=1N=CC(=NC1)N1CCN(CC1)C(CCOC[C@H](COC)OC1=C(C(NN=C1)=O)C(F)(F)F)=O